3-methyl-4-(pyrrolidin-1-yl)benzoic acid CC=1C=C(C(=O)O)C=CC1N1CCCC1